OCC=1C=C(C=CC1)SC1CCC(CC1)NC(OC(C)(C)C)=O tert-butyl ((1r,4r)-4-((3-(hydroxymethyl)phenyl)thio)-cyclohexyl)carbamate